C(#N)N1[C@H]2[C@@H](C[C@@H]1CC2)NC(=O)[C@@H]2CN(CC2)C2=NC(=CC=C2)C (3S)-N-((1R,2R,4S)-7-cyano-7-azabicyclo[2.2.1]heptan-2-yl)-1-(6-methyl-2-pyridinyl)-3-pyrrolidinecarboxamide